BrC=1C=C(C=2N(C1)N=CC2C#N)N2CCC(CCC2)NC(OC(C)(C)C)=O tert-butyl (1-(6-bromo-3-cyanopyrazolo[1,5-a]pyridin-4-yl)azepan-4-yl)carbamate